NC1=NC(=CC(=N1)C(=O)OC)OC methyl 2-amino-6-methoxypyrimidine-4-carboxylate